N1C(=CC2=CC=CC=C12)CC(=O)O indole-2-acetic acid